O=C1N([C@H]2C[C@H](O)[C@@H](CO)O2)C2=NC=NC(C2=N1)=N 8-oxo-deoxyadenosine